3-bromo-1-(3-chloropyridin-2-yl)-N-(2-bromo-4-chloro-6-(N-propylcarbamoyl)phenyl)-N-methyl-1H-pyrazole-5-carboxamide BrC1=NN(C(=C1)C(=O)N(C)C1=C(C=C(C=C1C(NCCC)=O)Cl)Br)C1=NC=CC=C1Cl